NC=1C(=NC2=C(C=CC=C2C1C1=C(C(=CC=C1C)O)C)F)C(=O)N (P)-3-amino-8-fluoro-4-(3-hydroxy-2,6-dimethylphenyl)quinoline-2-carboxamide